CN1C=2C=CC=CC2C(C2=CC=CC=C12)=C1C2=CC=CC=C2N(C=2C=CC=CC12)C 10,10'-dimethyl-9,9'-biacridine